3-sulfanyl-1,2,4-triazole SC1=NNC=N1